N=1N(N=CC1)C1=C(C=C(C=N1)NC(C1=C(C=C(C(=C1)F)C1=C(C=NC=C1C=1CCOCC1)N)Cl)=O)C(F)(F)F N-(6-(2H-1,2,3-triazol-2-yl)-5-(trifluoromethyl)pyridin-3-yl)-4-(3-amino-5-(3,6-dihydro-2H-pyran-4-yl)pyridin-4-yl)-2-chloro-5-fluorobenzamide